3-iodo-5-(trifluoromethyl)pyridine IC=1C=NC=C(C1)C(F)(F)F